methyl 3-ethyl-4-oxo-pyrido[3,4-d]pyridazine-1-carboxylate C(C)N1N=C(C2=C(C1=O)C=NC=C2)C(=O)OC